methyl 2-(3-chloropropyl)-5-(1,4-dihydro-1,4-epoxynaphthalen-6-yl)-3,4-dihydro-2H-pyrrole-2-carboxylate ClCCCC1(N=C(CC1)C=1C=C2C3C=CC(C2=CC1)O3)C(=O)OC